sodium thiazolesulfonate S1C(=NC=C1)S(=O)(=O)[O-].[Na+]